7-chloro-3-(((5-(thiophen-2-ylmethyl)-4,5-dihydro-1H-imidazol-2-yl)thio)methyl)-5H-thiazolo[2,3-b]quinazoline ClC=1C=C2CN3C(=NC2=CC1)SC=C3CSC=3NC(CN3)CC=3SC=CC3